[N].C1NCC2=CC=CC=C12 isoindoline nitrogen